1-(piperidin-3-yl)-2-(pyridin-2-yl)-1,6-dihydrodipyrrolo[2,3-b:2',3'-d]Pyridine N1CC(CCC1)N1C(=CC=2C1=C1C(=NC2)NC=C1)C1=NC=CC=C1